OC1(C(C(=CC=C1)O)O)O 1,3-dihydroxybenzenediol